2-{6-cyclopropyl-4-[4-fluoro-2-(4-methyl-1,2,4-triazol-3-yl)phenyl]pyridin-2-yl}-5-{[(3S)-3-methylpiperidin-1-yl]methyl}-7-(trifluoromethyl)-1,3-benzoxazole C1(CC1)C1=CC(=CC(=N1)C=1OC2=C(N1)C=C(C=C2C(F)(F)F)CN2C[C@H](CCC2)C)C2=C(C=C(C=C2)F)C2=NN=CN2C